[C].[Fe].[Co].[Sn] tin cobalt iron carbon